COC1=CC=C2C(=CC(NC2=C1)=O)CC1=CC(=C(C=C1)OCC=1C=NC=CC1)OC 7-methoxy-4-(3-methoxy-4-(pyridin-3-ylmethoxy)benzyl)quinolinone